CC(C(=O)OCC)(CCCCCC\C=C\CCCCCCC(C(=O)OCC)(C)C)C diethyl (E)-2,2,17,17-tetramethyloctadec-9-enedioate